C1(CC1)C=1C=NN2C1N=C(C=C2)C2=CNC=1N=C(N=CC12)NCC 5-(3-cyclopropylpyrazolo[1,5-a]pyrimidin-5-yl)-N-ethyl-7H-pyrrolo[2,3-d]pyrimidin-2-amine